tetradecyl n-butanoate C(CCC)(=O)OCCCCCCCCCCCCCC